(2R)-(2R)-2-(6-{5-chloro-2-[(oxacyclohex-4-yl)amino]pyrimidin-4-yl}-1-oxo-2,3-dihydro-1H-isoindol-2-yl)-N-[(1S,2S)-2-hydroxy-1-phenylpropyl]propanamide ClC=1C(=NC(=NC1)NC1CCOCC1)C1=CC=C2CN(C(C2=C1)=O)[C@@H](C(=O)N[C@H]([C@H](C)O)C1=CC=CC=C1)C